tert-butyl (R)-6-allyl-6-benzyl-4-(5-chlorobenzo[d]oxazol-2-yl)-1,4-diazepane-1-carboxylate C(C=C)[C@]1(CN(CCN(C1)C(=O)OC(C)(C)C)C=1OC2=C(N1)C=C(C=C2)Cl)CC2=CC=CC=C2